2-methyl-N-(pyrrolidin-2-ylmethyl)propan-2-amine CC(C)(C)NCC1NCCC1